NC=1NC(=CC(N1)=O)O 2-amino-6-hydroxy-4[1H]-pyrimidinone